OC(C(O)C1=CC=C(C=C1)C(=C)C)(C)C 2-hydroxy-2-methyl-[4-(1-methylethenyl)phenyl]propanol